C(C)(C)(C)OC(=O)N(CC(=O)O)CCOC 2-[tert-butoxycarbonyl(2-methoxyethyl)amino]acetic acid